C=C(C(=O)OCC(=O)OC(C)(C)C)CC(=O)OC(C(C)(C)C)C(C)(C)C 1-(2-(tert-butoxy)-2-oxoethyl) 4-(2,2,4,4-tetramethylpentan-3-yl) 2-methylenesuccinate